3-methoxy-phenyl-methanone COC=1C=C(C=CC1)C=O